C(C)C1=CC=C(C=C1)/C(=C\1/C(NC2=CC=C(C=C12)C(=O)OC)=O)/NC1=CC=C(C=C1)N(C(CN1CCN(CC1)C)=O)C Methyl (Z)-3-((4-ethylphenyl)((4-(N-methyl-2-(4-methylpiperazin-1-yl)acetamido)phenyl)amino)methylene)-2-oxoindoline-5-carboxylate